C(C)(C)(C)C1=NC(=CC=C1)C(C)(C)C d-2,6-di-tert-butylpyridine